2,2-bis(4-bromophenyl)tert-butylpropane BrC1=CC=C(C=C1)C(CC(C)(C)C)(C)C1=CC=C(C=C1)Br